1-(4-phenylsulfanylphenyl)-butane C1(=CC=CC=C1)SC1=CC=C(C=C1)CCCC